ClC1=CC(=C(COC2=CC=CC(=N2)C2CCN(CC2)CC2=NC3=C(N2C)C=C(C=C3OC(F)F)C3=NN=C(N3)C(F)(F)F)C=C1)F 2-((4-(6-((4-Chloro-2-fluorobenzyl)oxy)pyridin-2-yl)piperidin-1-yl)methyl)-4-(difluoromethoxy)-1-methyl-6-(5-(trifluoromethyl)-4H-1,2,4-triazol-3-yl)-1H-benzo[d]imidazole